FC(CCC(=C)CO)(F)C=1NN=C2C1CN([C@@H](C2)C)C(=O)OC(C)(C)C (R)-tert-butyl 3-(1,1-difluoro-4-(hydroxymethyl)pent-4-en-1-yl)-6-methyl-6,7-dihydro-2H-pyrazolo[4,3-c]pyridine-5(4H)-carboxylate